[C@H]12COC[C@H](CC(C1)N1C3=C(OCCC1)C=C(N=N3)C3=C(C=C(C=C3)C=3C=NN(C3)C)O)N2 2-(9-((1R,5S,7r)-3-oxa-9-azabicyclo[3.3.1]nonan-7-yl)-6,7,8,9-tetrahydropyridazino[4,3-b][1,4]oxazepin-3-yl)-5-(1-methyl-1H-pyrazol-4-yl)phenol